FC=1C(=C(C=CC1)NC1=C(NC2=C1C(NCC2)=O)C2=C(C=NC=C2)OCC2=NC=NC=C2)OC 3-[(3-fluoro-2-methoxyphenyl)amino]-2-[3-(pyrimidin-4-ylmethoxy)pyridin-4-yl]-1H,5H,6H,7H-pyrrolo[3,2-c]pyridin-4-one